(1-(2,2,2-trifluoroethyl)-1H-pyrazol-3-yl)methanol FC(CN1N=C(C=C1)CO)(F)F